3-(6-chloro-4-(dimethylamino)-5-fluoropyridin-2-yl)-1-(2-methoxypyrimidin-5-yl)-1-((5-(trifluoromethyl)-1H-pyrazol-3-yl)methyl)urea ClC1=C(C(=CC(=N1)NC(N(CC1=NNC(=C1)C(F)(F)F)C=1C=NC(=NC1)OC)=O)N(C)C)F